C(N)(=O)C=1C=C(C=CC1)CN1C2=C(C=CC=C2C=2CCC(CC12)CC)C(=O)O 9-[(3-carbamoylphenyl)methyl]-2-ethyl-2,3,4,9-tetrahydro-1H-carbazole-8-carboxylic acid